4-((7-methoxy-1-methyl-1H-benzo[d][1,2,3]triazol-5-yl)-oxy)-3-methylaniline COC1=CC(=CC2=C1N(N=N2)C)OC2=C(C=C(N)C=C2)C